methyl 5-bromo-2-chloro-3-((4-methoxybenzyl)oxy)isonicotinate BrC1=CN=C(C(=C1C(=O)OC)OCC1=CC=C(C=C1)OC)Cl